COC(C1=CC(=C(C=C1)O)C=O)=O 3-formyl-4-hydroxy-benzoic acid methyl ester